2-(7-fluoro-5-methyl-2-(pyrrolidin-1-ylsulfonyl)-1-tosyl-1H-indol-4-yl)-5-methyl-1,3,4-oxadiazole FC=1C=C(C(=C2C=C(N(C12)S(=O)(=O)C1=CC=C(C)C=C1)S(=O)(=O)N1CCCC1)C=1OC(=NN1)C)C